CN(S(=O)(=O)C1=CC=C(C=2C1=NON2)N2CCNCC2)C 4-(N,N-dimethylaminosulfonyl)-7-piperazino-benzofurazan